1-((1S)-1,2-Dimethoxypropyl)-4-fluoro-2-methoxybenzene CO[C@H](C(C)OC)C1=C(C=C(C=C1)F)OC